N-(piperidin-4-yl)carbamic acid tert-butyl ester C(C)(C)(C)OC(NC1CCNCC1)=O